(S)-3-((4-(N-(2-(4-amino-3-fluorophenoxy)-4-bromobenzoyl)sulfamoyl)-2-nitrophenyl)amino)-4-morpholinobutyric acid NC1=C(C=C(OC2=C(C(=O)NS(=O)(=O)C3=CC(=C(C=C3)N[C@@H](CC(=O)O)CN3CCOCC3)[N+](=O)[O-])C=CC(=C2)Br)C=C1)F